BrC=1C=C(C2=C(NC(=N2)C2=CC(=CN2)C(=O)C=2C(=NC=CC2)C(F)(F)F)C1)F (5-(6-bromo-4-fluoro-1H-benzo[d]imidazol-2-yl)-1H-pyrrol-3-yl)(2-(trifluoromethyl)pyridin-3-yl)methanone